C(C1=CC=CC=C1)C1=NNC2=C(C(=C(C=C12)C)NC(=O)C=1N(N=C(C1)C(F)(F)F)C1=NC=CC=C1Cl)C(=O)N benzyl-6-[[2-(3-chloro-2-pyridyl)-5-(trifluoromethyl)pyrazole-3-carbonyl]amino]-5-methyl-indazole-7-carboxamide